8-chloro-6-[(6-methylpyrimidin-4-yl)amino]spiro[2H-imidazo[1,5-a]pyridine-3,1'-cyclohexane]-1,5-dione ClC1=C2N(C(C(=C1)NC1=NC=NC(=C1)C)=O)C1(CCCCC1)NC2=O